8-methyl-2-{[(2R)-oxetan-2-yl]methyl}-4,5-dihydro-2H-furo[2,3-g]indazole-7-carboxylic acid ethyl ester C(C)OC(=O)C1=C(C2=C(CCC3=CN(N=C23)C[C@@H]2OCC2)O1)C